FC(C1=C(C=CC(=C1)C(F)(F)F)C1C(N(C2=C(CC1)C=C(C=C2)F)CC#CC=2NC(C=CC2)=O)=O)(F)F 3-[2,4-bis(trifluoromethyl)phenyl]-7-fluoro-1-[3-(6-oxo-1H-pyridin-2-yl)prop-2-ynyl]-2,3,4,5-tetrahydro-1H-1-benzazepin-2-one